2-((3-fluoro-5-methoxy-7-methyl-1H-indol-4-yl)methyl)isoindoline-5-carbonitrile FC1=CNC2=C(C=C(C(=C12)CN1CC2=CC=C(C=C2C1)C#N)OC)C